6-((6-((3-hexylundecanoyl)oxy)-2-hydroxyhexyl)(5-hydroxypentyl)amino)hexyl 3-hexylundecanoate C(CCCCC)C(CC(=O)OCCCCCCN(CCCCCO)CC(CCCCOC(CC(CCCCCCCC)CCCCCC)=O)O)CCCCCCCC